C(C)(C)(C)[Si](C1=CC=CC=C1)(C1=CC=CC=C1)OCC1CCC(CC1)OCCCCC tert-butyl-((4-(pentyloxy)cyclohexyl)methoxy)diphenylsilane